FC(C(=O)O)(F)F.FC1=C(C(=O)N)C=CC(=C1)C 2-fluoro-4-methylbenzamide trifluoroacetate